BrC1=CC=CC(=C1CCS(=O)(=O)Cl)[N+](=O)[O-] 2-(6-bromo-2-nitrophenyl)ethane-1-sulfonyl chloride